[P].C(CCCCCCCCCCCCCCC)O[C@H]1[C@@H](O[C@@H]([C@H]1O)CO)N1C=NC=2C(N)=NC=NC12 2'-O-hexadecyl-adenosine phosphorus